monomethanone citrate C(CC(O)(C(=O)O)CC(=O)O)(=O)O.C=O